NC=1N(C2=C(C(=CC=C2C1SC1=CC=CC(=N1)C(=O)O)Cl)F)C=1C=NN(C1)C(C)C 6-((2-amino-6-chloro-7-fluoro-1-(1-isopropyl-1H-pyrazol-4-yl)-1H-indol-3-yl)thio)picolinic acid